FC(CCCC(=O)O)(C1=C(C=CC(=C1)F)F)F δ,δ,2,5-tetrafluoro-benzenepentanoic acid